C1(=CC(=CC=C1)N1C(C=2C(C1=O)=CC=C(C2)O)=O)N2C(C=1C(C2=O)=CC=C(C1)O)=O N,N'-(1,3-phenylene)bis(5-hydroxyphthalimide)